4-(6-{[(tert-butyldimethylsilyl)oxy]methyl}-4-methylpyridin-3-yl)-[1,2,4]triazolo[1,5-a]1,6-naphthyridin-8-amine [Si](C)(C)(C(C)(C)C)OCC1=CC(=C(C=N1)C=1C=2N(C3=CC(=NC=C3C1)N)N=CN2)C